tert-butyl[trans-3-(bromomethyl)cyclohexyl]carbamate C(C)(C)(C)OC(N[C@@H]1C[C@H](CCC1)CBr)=O